[O-]S(=O)(=O)C(F)(F)F.C[S+](SC)C dimethyl-(methylthio)sulfonium triflate